OC[C@@H](C1=NC(=NO1)C1=CC=C(C=C1)C(F)(F)F)NC(=O)C=1N=C2N(C=CC=C2)C1 N-[(1S)-2-hydroxy-1-{3-[4-(trifluoromethyl)phenyl]-1,2,4-oxadiazol-5-yl}ethyl]imidazo[1,2-a]pyridine-2-carboxamide